N1=C(C=NC2=CC=CC=C12)C=1C=NN(C1)CCCCCO 5-(4-(quinoxalin-2-yl)-1H-pyrazol-1-yl)pentan-1-ol